COC1=C(OC2=CC=C(C=C2)N=S2C=NC(=C2)C2=CC=C(C=C2)F)C=CC=C1 ((4-(2-methoxyphenoxy)phenyl)imino)-4-(4-fluorophenyl)thiazole